C1(=CC=CC=C1)[C@@H](C)NC(=O)N1[C@@H](CCC1)C(=O)NCC=1C=NC=CC1 (S)-N1-((R)-1-Phenylethyl)-N2-(pyridin-3-ylmethyl)pyrrolidine-1,2-dicarboxamide